BrC=1N=NC(=CC1OC1CC1)Cl bromo-6-chloro-4-cyclopropoxypyridazine